C(CCCCC)NC([C@H](CN1N=NC(=C1)C1=CC=C(C(=O)N2C[C@H]([C@@H](C2)C(=O)N[C@@H]2[C@H](C2)C2=CC=CC=C2)C(=O)N[C@@H]2[C@H](C2)C2=CC=CC=C2)C=C1)NC(CCCCCCCC)=O)=O (3S,4S)-1-(4-(1-((S)-3-(hexylamino)-2-nonanamido-3-oxopropyl)-1H-1,2,3-triazol-4-yl)benzoyl)-N3,N4-bis((1S,2R)-2-phenylcyclopropyl)pyrrolidine-3,4-dicarboxamide